(1S,2'S,6'S)-7-chloro-2'-methyl-6'-(1-methyl-1H-1,2,3-triazol-4-yl)spiro[isochroman-1,4'-piperidin]-4-one ClC1=CC=C2C(CO[C@]3(C[C@@H](N[C@@H](C3)C=3N=NN(C3)C)C)C2=C1)=O